8,8'-((3-((8-(dodecyloxy)-8-carbonyloctyl)(4-hydroxybutyl)amino)propyl)azanediyl)dioctanoate C(CCCCCCCCCCC)OC(CCCCCCCN(CCCN(CCCCCCCC(=O)[O-])CCCCCCCC(=O)[O-])CCCCO)=C=O